C(C)(C)(C)C1N2C(C3=CC(=C(C=C3C1)C=1C=NC(=NC1)NC1CC1)OC)=CC(C(=C2)C(=O)O)=O 6-tert-butyl-9-[2-(cyclopropylamino)pyrimidin-5-yl]-10-methoxy-2-oxo-6,7-dihydro-2H-pyrido[2,1-a]isoquinoline-3-carboxylic acid